(2R,3S,4S)-4-[(tert-butoxycarbonyl)oxy]-3-({[3-(dibutylamino)propyl]carbamoyl}oxy)-2-[(4-methoxyphenyl)methyl]pyrrolidine-1-carboxylate C(C)(C)(C)OC(=O)O[C@@H]1[C@H]([C@H](N(C1)C(=O)[O-])CC1=CC=C(C=C1)OC)OC(NCCCN(CCCC)CCCC)=O